CC1=C(C=NC(=C1)N1C(OC(C1)CN1C[C@H](NCC1)C=1C(=C2COC(C2=CC1)=O)C)=O)C#N 4-methyl-6-(5-(((R)-3-(4-methyl-1-oxo-1,3-dihydroisobenzofuran-5-yl)piperazin-1-yl)methyl)-2-oxooxazolidin-3-yl)pyridine-3-carbonitrile